(S)-1-((2-((1-ethoxypropan-2-yl)amino)pyridin-4-yl)methyl)-5,5-dimethyl-3-(4-(1-(trifluoromethyl)cyclopropyl)phenyl)imidazolidine-2,4-dione C(C)OC[C@H](C)NC1=NC=CC(=C1)CN1C(N(C(C1(C)C)=O)C1=CC=C(C=C1)C1(CC1)C(F)(F)F)=O